C1(=CC=CC2=CC=CC=C12)CC=1C(=C2N(C(C1)=O)[C@@H](CS2)C(=O)O)C(=O)O (R)-7-(naphthalen-1-ylmethyl)-5-oxo-2,3-dihydro-thiazolo[3,2-a]pyridine-3,8-dicarboxylic acid